CN1N=CC(=C1)C=1N=C2C(=NC1)N(N=N2)C[C@@H]2CN(CCO2)C2=NC=C(C=N2)N2CC(C2)CN2CCNCC2 (2S)-2-{[5-(1-methyl-1H-pyrazol-4-yl)-1H-[1,2,3]triazolo[4,5-b]pyrazin-1-yl]methyl}-4-(5-{3-[(piperazin-1-yl)methyl]azetidin-1-yl}pyrimidin-2-yl)morpholine